N,N-dimethyl-3-[5-[2-[[(E)-3-[4-(trifluoromethyl)phenyl]prop-2-enoyl]amino]acetyl]-6,7-dihydro-4H-pyrazolo[1,5-a]pyrazin-3-yl]propanamide CN(C(CCC=1C=NN2C1CN(CC2)C(CNC(\C=C\C2=CC=C(C=C2)C(F)(F)F)=O)=O)=O)C